O1C=CC=2C(=NC=CC21)C2=CC=C(C(=O)N[C@@H]1CC[C@H](CC1)N1N=NN=C1C)C=C2 4-(furo[3,2-c]pyridin-4-yl)-N-[trans-4-(5-methyl-1H-tetrazol-1-yl)cyclohexyl]benzamide